5-(aminomethyl)thiophene-3-carboxamidine HCl Cl.NCC1=CC(=CS1)C(=N)N